(S)-6-Isopropyl-5-(8-methoxy-[1,2,4]triazolo[1,5-a]pyridin-6-yl)-1-(piperidin-3-yl)-1,3-dihydro-2H-benzo[d]imidazol-2-on C(C)(C)C=1C(=CC2=C(N(C(N2)=O)[C@@H]2CNCCC2)C1)C=1C=C(C=2N(C1)N=CN2)OC